Methyl (5-(8-(3-(methoxymethyl)piperazin-1-yl)-6-(N-(3-methyloxetan-3-yl)sulfamoyl)imidazo[1,5-a]pyridin-3-yl)-1,3,4-thiadiazol-2-yl)acetate COCC1CN(CCN1)C=1C=2N(C=C(C1)S(NC1(COC1)C)(=O)=O)C(=NC2)C2=NN=C(S2)CC(=O)OC